tert-butyl 7-(3-amino-6-chloro-pyridazin-4-yl)-4,7-diazaspiro[2.5]octane-4-carboxylate NC=1N=NC(=CC1N1CCN(C2(CC2)C1)C(=O)OC(C)(C)C)Cl